(11S,19R)-11-benzyl-1-(9H-fluoren-9-yl)-19-methyl-3,6,9,12,15-pentaoxo-2,18-dioxa-4,7,10,13,16-pentaazaeicosane-20-oic acid C(C1=CC=CC=C1)[C@H](NC(CNC(CNC(OCC1C2=CC=CC=C2C=2C=CC=CC12)=O)=O)=O)C(NCC(NCO[C@@H](C(=O)O)C)=O)=O